(2R,3S,5R)-5-(6-amino-2-fluoro-9H-purin-9-yl)-2-(2,2-difluorovinyl)-2-(hydroxymethyl)tetrahydrofuran-3-ol NC1=C2N=CN(C2=NC(=N1)F)[C@H]1C[C@@H]([C@](O1)(CO)C=C(F)F)O